6-bromo-7-methyl-5-(5-(trifluoromethyl)pyrimidin-2-yl)-7H-pyrrolo-[2,3-d]pyrimidin-4-amine BrC1=C(C2=C(N=CN=C2N)N1C)C1=NC=C(C=N1)C(F)(F)F